C1(=CC=CC=C1)[C@@H]1N(CCC2=CC=CC=C12)C(=O)C=1NC=CN1 (1S)-1-phenyl-3,4-dihydro-1H-isoquinoline-2-carbonyl-imidazole